2-(2,6-dioxo-3-piperidinyl)-4-(3-hydroxypropylamino)isoindoline-1,3-dione O=C1NC(CCC1N1C(C2=CC=CC(=C2C1=O)NCCCO)=O)=O